C(C)(C)(C)OC(CCCCOC1=C2C(N(C(C2=CC=C1)=O)C1C(NC(CC1)=O)=O)=O)=O.CC1=C(C=C(C=C1)NCCO)O 1-methyl-2-hydroxy-4-β-hydroxyethylaminobenzene tert-butyl-5-[2-(2,6-dioxo-3-piperidyl)-1,3-dioxo-isoindolin-4-yl]oxypentanoate